C(C)(C)(C)C=1C=C(C=C(C1O)C)CCC(=O)OCC(C)(C)C1OCC2(CO1)COC(OC2)C(COC(CCC2=CC(=C(C(=C2)C)O)C(C)(C)C)=O)(C)C 3,9-bis[2-[3-(3-t-butyl-4-hydroxy-5-methylphenyl)-propionyloxy]-1,1-dimethylethyl]-2,4,8,10-tetraoxaspiro[5.5]undecane